COC(C1=C(C=C(C=C1)C1=NOC(C1)(C(F)(F)F)C1=CC(=CC(=C1)C(F)(F)F)C(F)(F)F)C)=O 4-{5-[3,5-bis(trifluoromethyl)phenyl]-5-(trifluoromethyl)-4,5-dihydroisoxazol-3-yl}-2-methylbenzoic acid methyl ester